C(C)(C)C=1C(=CC=C2C(CCOC12)=O)OC(C1=CC=C(C(=O)N)C=C1)C1=CC=NC=C1 4-(((8-isopropyl-4-oxochroman-7-yl)oxy)(pyridin-4-yl)methyl)benzamide